P(=O)(O)(O)O.O(P(O)(=O)OP(=O)(O)O)C\C=C(/C)\CC\C=C(\CC\C=C(/C)\CCC=C(C)C)/C geranylgeranyl pyrophosphate Phosphate